NC=1N=C(SC1C(=O)C=1C=NC(=CC1)OC(F)F)N(C1=CC(=C(C=C1)F)F)[C@@H](C(=O)N)C (R)-(N-[4-amino-5-[6-(difluoromethoxy)pyridine-3-carbonyl]thiazol-2-yl]-3,4-difluoro-anilino)propanamide